The molecule is a sterol 3-beta-D-glucoside having diosgenin as the sterol component. It has a role as a metabolite. It is a sterol 3-beta-D-glucoside, a monosaccharide derivative, a hexacyclic triterpenoid and a spiroketal. It derives from a diosgenin. It derives from a hydride of a spirostan. C[C@@H]1CC[C@@]2([C@H]([C@H]3[C@@H](O2)C[C@@H]4[C@@]3(CC[C@H]5[C@H]4CC=C6[C@@]5(CC[C@@H](C6)O[C@H]7[C@@H]([C@H]([C@@H]([C@H](O7)CO)O)O)O)C)C)C)OC1